[6-[(2-tert-butylpyrazol-3-yl)methyl]-2,6-diazaspiro[3.3]heptan-2-yl]-[6-[3-(trifluoromethyl)-1,2,4-triazol-1-yl]-2-azaspiro[3.3]heptan-2-yl]methanone C(C)(C)(C)N1N=CC=C1CN1CC2(CN(C2)C(=O)N2CC3(C2)CC(C3)N3N=C(N=C3)C(F)(F)F)C1